FC1=CC(=CC2=C1N=CN2CC2OCCC2)C(=O)O 7-fluoro-3-(tetrahydrofuran-2-ylmethyl)-3H-benzimidazole-5-carboxylic acid